2-((8-Acetamido-2-azido-6-fluoro-5-methyl-1-oxo-1,2,3,4-tetrahydronaphthalen-2-yl)methoxy)ethyl acetate C(C)(=O)OCCOCC1(C(C2=C(C=C(C(=C2CC1)C)F)NC(C)=O)=O)N=[N+]=[N-]